N-Butyl-3-methylpyridinium methylsulfate COS(=O)(=O)[O-].C(CCC)[N+]1=CC(=CC=C1)C